N-[3-(morpholine-4-yl)propyl][(quinoline-4-yl)amino]benzamide N1(CCOCC1)CCCNC(C1=C(C=CC=C1)NC1=CC=NC2=CC=CC=C12)=O